C1(=CC=CC=C1)N(C1=CC=C(C=C1)N(C1=CC=CC2=CC=CC=C12)C=1C=CC=2N(C3=CC=C(C=C3C2C1)N(C1=CC=C(C=C1)N(C1=CC=CC=C1)C1=CC=CC=C1)C1=CC=CC2=CC=CC=C12)C1=CC=CC=C1)C1=CC=CC=C1 3,6-bis[N-(4-diphenylaminophenyl)-N-(1-naphthyl)amino]-9-phenylcarbazole